Butyl-5-(diaminomethylene)-3-(3,3-dimethyl-1-oxo-2-oxadispiro[4.1.57.15]tridecan-10-yl)pyrimidine-2,4,6(1H,3H,5H)-trione C(CCC)N1C(N(C(C(C1=O)=C(N)N)=O)C1CCC2(CC3(CC(OC3=O)(C)C)C2)CC1)=O